N-(8,9-difluoro-6-oxo-1,4,5,6-tetrahydro-2H-pyrano[3,4-c]isoquinolin-1-yl)-1-(difluoromethyl)-N-methyl-1H-indazole-5-carboxamide FC=1C(=CC=2C3=C(NC(C2C1)=O)COCC3N(C(=O)C=3C=C1C=NN(C1=CC3)C(F)F)C)F